4-cyclopropyl-6-[2-cyclopropyl-6-[4-fluoro-2-(3-fluoroazetidine-1-carbonyl)phenyl]pyrimidin-4-yl]-2-[[(3S)-3-methylpiperidin-1-yl]methyl]-1H-pyrrolo[2,3-c]pyridin-7-one C1(CC1)C=1C2=C(C(N(C1)C1=NC(=NC(=C1)C1=C(C=C(C=C1)F)C(=O)N1CC(C1)F)C1CC1)=O)NC(=C2)CN2C[C@H](CCC2)C